[Cl-].[Ca+2].ClC1=CC(N(S1)C)=O.[Cl-] 5-Chloro-2-methyl-4-isothiazolin-3-one calcium chloride